(Z)-2-(1-(3,5-dimethoxybenzylidene)-5-methoxy-2-methyl-1H-inden-3-yl)acetic acid COC=1C=C(\C=C/2\C(=C(C3=CC(=CC=C23)OC)CC(=O)O)C)C=C(C1)OC